N-{(1Z,2Z)-3-[1-(2-nitrophenyl)-1H-pyrrol-2-yl]-allylidene}-aminoguanidine [N+](=O)([O-])C1=C(C=CC=C1)N1C(=CC=C1)\C=C/C=N\C(=NN)N